N1=C(C=CC=C1)OB(OC1=NC=CC=C1)OC1=NC=CC=C1 Tris(2-pyridyl)borate